3-{4-[(7-methoxypyrido[4,3-d]pyrimidin-4-yl)oxy]phenyl}-1-[5-(trifluoromethyl)-3-pyridinyl]-2,4-imidazolidinedione COC1=CC=2N=CN=C(C2C=N1)OC1=CC=C(C=C1)N1C(N(CC1=O)C=1C=NC=C(C1)C(F)(F)F)=O